(2r,4r)-N-(5-((+)-3-cyclopropyl-1-(2-oxopyridin-1(2H)-yl)propyl)-2-fluorophenyl)-4-methoxypyrrolidine-2-carboxamide C1(CC1)CCC(N1C(C=CC=C1)=O)C=1C=CC(=C(C1)NC(=O)[C@@H]1NC[C@@H](C1)OC)F